tripropoxytitanium stearate C(CCCCCCCCCCCCCCCCC)(=O)[O-].C(CC)O[Ti+](OCCC)OCCC